8-fluoro-3-nitro-1,6-naphthyridine FC=1C=NC=C2C=C(C=NC12)[N+](=O)[O-]